CC(C=1C(=CC=CC1)C(C)(C)N=C=O)(C)N=C=O tetramethyl-xylylene diisocyanate